N\C(\C1(CC1)C1=C(C=CC=C1)C)=N/OC(=O)C1=NN(C(=C1)C(F)F)CCC(=O)N (Z)-3-(3-((((amino(1-(o-tolyl)cyclopropyl)methylene)amino)oxy)carbonyl)-5-(difluoromethyl)-1H-pyrazol-1-yl)propanamide